2'-methylthymidine CC1[C@@H](O[C@@H]([C@H]1O)CO)N1C(=O)NC(=O)C(C)=C1